C1(CCC2=CC=CC=C12)C1=C(C=CC=C1)C=1C(=CC=CC1)C1=CC=CC=C1 indanyl-terphenyl